CC1(C2CN(CC12)C=1C(=NN2C1NC(=C(C2=O)C2=CC=C(C=C2)OC)C)C2=CC=CC=C2)C 3-(6,6-dimethyl-3-azabicyclo[3.1.0]hex-3-yl)-6-(4-methoxyphenyl)-5-methyl-2-phenylpyrazolo[1,5-a]pyrimidin-7(4H)-one